4,4-difluoro-2-methylbutanoic acid phenyl ester C1(=CC=CC=C1)OC(C(CC(F)F)C)=O